4-(5-((2R,4S)-2-(2,5-difluorophenyl)-4-fluoropyrrolidin-1-yl)pyrazolo[1,5-a]pyrimidine carboxamido)phenylpiperidine-1-carboxylate FC1=C(C=C(C=C1)F)[C@@H]1N(C[C@H](C1)F)C1=NC=2N(C=C1)N=C(C2)C(=O)NC2=CC=C(C=C2)OC(=O)N2CCCCC2